1-(9H-fluoren-9-yl)-3,6,9,12-tetraoxo-2,15-dioxa-4,7,10,13-tetraazaheptadecane C1=CC=CC=2C3=CC=CC=C3C(C12)COC(NCC(NCC(NCC(NCOCC)=O)=O)=O)=O